(S)-N-((R)-1-(6-chloro-1-(cis-3-(methylsulfonyl)cyclobutoxy)-2,7-naphthyridin-4-yl)butyl)-2-methylpropan-2-sulfinamide ClC=1C=C2C(=CN=C(C2=CN1)O[C@@H]1C[C@@H](C1)S(=O)(=O)C)[C@@H](CCC)N[S@@](=O)C(C)(C)C